C1=CC=C(C=C1)S(=O)(=O)NCCO n-(2-hydroxyethyl)benzenesulfonamide